ClC1=C(C=CC=C1F)[C@@H]([C@H](CCC)NC(=O)C=1C=2CC(NC2C(=CC1)F)=O)O N-[(1S)-1-[(S)-(2-chloro-3-fluorophenyl)hydroxymethyl]butyl]-7-fluoro-2,3-dihydro-2-oxo-1H-indole-4-carboxamide